3-(5-chloro-1H-indol-3-yl)-1-[6-(4,4-difluorocyclohexyl)-5-fluoropyridin-3-yl]urea ClC=1C=C2C(=CNC2=CC1)NC(NC=1C=NC(=C(C1)F)C1CCC(CC1)(F)F)=O